1-(2-(1H-pyrazolo[3,4-b]pyridin-5-yl)-2-azaspiro[3.3]heptan-6-yl)-3-(3-(trifluoromethyl)phenyl)urea N1N=CC=2C1=NC=C(C2)N2CC1(C2)CC(C1)NC(=O)NC1=CC(=CC=C1)C(F)(F)F